C(OC(C)Cl)(OCC(CC#C)CC#C)=O 1-Chloroethyl (2-(prop-2-yn-1-yl) pent-4-yn-1-yl) carbonate